4-(2-chloro-5-methylpyrimidin-4-yl)anilinemethylamine triiodide [I-].[I-].[I-].ClC1=NC=C(C(=N1)C1=CC=C(NCN)C=C1)C